fluoroethanol C(CF)O